3-(1,4-Dimethyl-1H-benzotriazol-5-yl)-3-[7-(hydroxymethyl)-2,3-dihydro-1H-inden-5-yl]propionic acid ethyl ester C(C)OC(CC(C=1C=C2CCCC2=C(C1)CO)C1=C(C2=C(N(N=N2)C)C=C1)C)=O